(4R,5S)-methyl-5-(2-nitrophenyl)-2,2-diethyl-1,3-dioxolane-4-carboxylate COC(=O)[C@@H]1OC(O[C@H]1C1=C(C=CC=C1)[N+](=O)[O-])(CC)CC